C(CCCCCCC\C=C/C\C=C/CCCCC)(=O)OCC(COC(CCC(OCCCCCCCC)OCCCCCCCC)=O)COC(=O)OCCCN(CC)CC [2-[3-(diethylamino)propoxycarbonyloxymethyl]-3-(4,4-dioctoxybutanoyloxy)propyl] (9Z,12Z)-octadeca-9,12-dienoate